N-propyl-N-pentylbutylurea C(CC)N(C(=O)NCCCC)CCCCC